isooctyl 2-[4-[4,6-bis[2-hydroxy-4-(1-methyl-2-octoxy-2-oxoethoxy)phenyl]-1,3,5-triazin-2-yl]-3-hydroxy-phenoxy]propanoate OC1=C(C=CC(=C1)OC(C(=O)OCCCCCCCC)C)C1=NC(=NC(=N1)C1=C(C=C(C=C1)OC(C(OCCCCCCCC)=O)C)O)C1=C(C=C(OC(C(=O)OCCCCCC(C)C)C)C=C1)O